C1(CCCC1)N1N=C(NC1)C1=CC=CC(=N1)C=1C(=NC2=CC=CC=C2C1)C(=O)N (6-(1-cyclopentyl-4H-1,2,4-triazol-3-yl)pyridin-2-yl)quinoline-2-carboxamide